N-(7-(4,4-difluoropiperidin-1-yl)benzofuran-5-yl)-4-(2-hydroxyethylsulfonylamino)-2-(6-Azaspiro[2.5]octane-6-yl)benzamide FC1(CCN(CC1)C1=CC(=CC=2C=COC21)NC(C2=C(C=C(C=C2)NS(=O)(=O)CCO)N2CCC1(CC1)CC2)=O)F